BrC=1C=C(C=CC1)NC(CN1[C@H](CN(C[C@H]1C)C(=O)OC(C)(C)C)C)=O (3S,5R)-tert-butyl 4-(2-((3-bromophenyl) amino)-2-oxoethyl)-3,5-dimethylpiperazine-1-carboxylate